2-(2-fluoro-4-methylphenyl)-5-(1-methyl-1H-pyrazol-4-yl)-1-{[2-(trimethylsilyl)ethoxy]methyl}-1H-pyrrole-3-carboxamide FC1=C(C=CC(=C1)C)C=1N(C(=CC1C(=O)N)C=1C=NN(C1)C)COCC[Si](C)(C)C